C(C(C)C)NC(\C=C\CC\C=C/C=C/C)=O (2E,6Z,8E)-N-isobutyldeca-2,6,8-trienamide